BrC1=C(C=CC(=C1)Cl)CC(=O)N(C)OC 2-(2-bromo-4-chlorophenyl)-N-methoxy-N-methylacetamide